2-[(5-bromo-4-methyl-3-pyridinyl)oxy]-5-chloro-3-fluoro-pyridine BrC=1C(=C(C=NC1)OC1=NC=C(C=C1F)Cl)C